N,N,N-trimethyladamantylammonium fluoride [F-].C[N+](C)(C)C12CC3CC(CC(C1)C3)C2